[N+](=[N-])=CC(CC[C@@H](C(SC(C([2H])([2H])[2H])C)=O)NC([C@H](C)OC)=O)=O S-(propan-2-yl-1,1,1-d3) (2S)-6-diazo-2-((S)-2-methoxypropanamido)-5-oxohexanethioate